NC1=NC=2C=CC(=CC2C2=C1COC2)C(=O)N2[C@H](COCC2)C=2C=NC(=CC2)C(F)(F)F |r| (4-amino-1,3-dihydrofuro[3,4-c]quinolin-8-yl)-[rac-(3S)-3-[6-(trifluoromethyl)-3-pyridyl]morpholin-4-yl]methanone